C(#N)[BH3-].[BH4-].[Na+] sodium borohydride cyanoborohydride